3,4-dimethylolbutanesulfonic acid C(O)C(CCS(=O)(=O)O)CCO